C(C(C)C)C=1N=CC2=C(N1)NC=C2C2=CC=C1C(=N2)N(C(=N1)C)C(C)C 5-(2-Isobutyl-7H-pyrrolo[2,3-d]pyrimidin-5-yl)-3-isopropyl-2-methyl-3H-imidazo[4,5-b]pyridine